1-(nitromethyl)-1H-pyrazol-4-amine [N+](=O)([O-])CN1N=CC(=C1)N